6''-BROMO-8''-METHYL-2''H-DISPIRO[CYCLOPROPANE-1,1'-CYCLOHEXANE-4',3''-IMIDAZO[1,5-A]PYRIDINE]-1'',5''-DIONE BrC1=CC(=C2N(C1=O)C1(NC2=O)CCC2(CC1)CC2)C